N-(5-(5-(difluoromethyl)-1,2,4-oxadiazol-3-yl)-2,3-dihydro-1H-inden-1-yl)-4-methylthiazole-2-carboxamide FC(C1=NC(=NO1)C=1C=C2CCC(C2=CC1)NC(=O)C=1SC=C(N1)C)F